4-chloro-8-(3,5-dichlorophenyl)quinoline-3-carboxylic acid ClC1=C(C=NC2=C(C=CC=C12)C1=CC(=CC(=C1)Cl)Cl)C(=O)O